2-(3,3',5',5''-tetra-tert-butyl-1,1':3',1''-terphenyl-5-yl)-4,6-diphenyl-1,3,5-triazine C(C)(C)(C)C=1C=C(C=C(C1)C1=NC(=NC(=N1)C1=CC=CC=C1)C1=CC=CC=C1)C=1CC(C=C(C1)C(C)(C)C)(C1=CC=CC(=C1)C(C)(C)C)C(C)(C)C